N-((4-((5-chloropyrimidin-2-yl)oxy)-3-methylphenyl)carbamoyl)-3-methoxycyclobutane-1-carboxamide ClC=1C=NC(=NC1)OC1=C(C=C(C=C1)NC(=O)NC(=O)C1CC(C1)OC)C